N1(CCCC1)CCCC=1C=2N(C=CC1)N=C(C2N)N [3-(pyrrolidin-1-yl)propyl]pyrazolo[1,5-a]pyridine-2,3-diamine